ClC1=C(C(=CC=C1)F)CC1=NOC(N1CC1CCC(CC1)(C)C)=O 3-[(2-chloro-6-fluorophenyl)methyl]-4-[(4,4-dimethylcyclohexyl)methyl]-4,5-dihydro-1,2,4-oxadiazol-5-one